5-chloro-N-(5-chloro-6-(2H-1,2,3-triazol-2-yl)pyridin-3-yl)-2'-(cyanomethyl)-2,4'-Difluoro-[1,1'-biphenyl]-4-carboxamide ClC=1C(=CC(=C(C1)C1=C(C=C(C=C1)F)CC#N)F)C(=O)NC=1C=NC(=C(C1)Cl)N1N=CC=N1